(2S)-2-[9H-fluoren-9-ylmethoxycarbonyl(methyl)amino]-5-(methylamino)-5-oxopentanoic acid C1=CC=CC=2C3=CC=CC=C3C(C12)COC(=O)N([C@H](C(=O)O)CCC(=O)NC)C